tert-Butyl (3S)-3-[4-[3-chloro-4-(2,2-difluoroethoxy)-2-fluoro-anilino]pyrido[3,2-d]pyrimidin-6-yl]oxypyrrolidine-1-carboxylate ClC=1C(=C(NC=2C3=C(N=CN2)C=CC(=N3)O[C@@H]3CN(CC3)C(=O)OC(C)(C)C)C=CC1OCC(F)F)F